5-[1-(4-chloro-2,5-dimethyl-2H-pyrazol-3-yl)-piperidin-4-yl]-2-methyl-7-(2-trifluoromethyl-benzyl)-2,4,5,7-tetrahydro-pyrazolo[3,4-d]pyrimidin-6-one ClC1=C(N(N=C1C)C)N1CCC(CC1)N1C(N(C=2C(C1)=CN(N2)C)CC2=C(C=CC=C2)C(F)(F)F)=O